[Cl-].[NH4+].C[N+]1=CN(C=C1)C=C.[Cl-] 3-methyl-1-vinyl-1H-imidazol-3-ium ammonium chloride